benzyl 3-(methylthio)-5-oxoazepane-1-carboxylate CSC1CN(CCC(C1)=O)C(=O)OCC1=CC=CC=C1